6-(4-fluorophenyl)-4-hydroxy-N-((1s,3s)-3-methylcyclobutyl)-1-(2-morpholinoethyl)-2-oxo-1,2-dihydro-1,8-naphthyridine-3-carboxamide FC1=CC=C(C=C1)C=1C=C2C(=C(C(N(C2=NC1)CCN1CCOCC1)=O)C(=O)NC1CC(C1)C)O